C(#N)C=1C=C2C(=CNC2=CC1)CCCN1CCN(CC1)C(=O)C=1C=C(C=CC1OC)S(=O)(=O)N 3-[4-[3-(5-cyano-1H-indol-3-yl)propyl]piperazine-1-carbonyl]-4-methoxybenzenesulfonamide